FC=1C=C2CC(N(CC2=CC1)CCNCC1=CC=C(N(\C(=C/C(=O)[O-])\C(=O)[O-])C(C)C)C=C1)CC1=CC=C(C=C1)F (+)-4-[[2-[6-Fluoro-3-(4-fluorobenzyl)-3,4-dihydroisochinolin-2(1H)-yl]ethylamino]methyl]-N-isopropylanilin-monofumarat